C1(=CC=CC=C1)C/C=C/CCO (E)-5-Phenylpent-3-en-1-ol